O1COC2=C1C=CC(=C2)C2=CN=C1N2N=C(C=C1)C=1C=NN(C1)C 3-(1,3-benzodioxol-5-yl)-6-(1-methylpyrazol-4-yl)imidazo[1,2-b]pyridazine